OC(C)(C)C1=CC=2N(C=C1NC(=O)C1=NC(=CC=C1)C(F)(F)F)C=C(N2)C2CCN(CC2)CCCC(=O)O 4-(4-(7-(2-hydroxypropan-2-yl)-6-(6-(trifluoromethyl)pyridine-2-carboxamido)imidazo[1,2-a]pyridin-2-yl)piperidin-1-yl)butanoic acid